(R)-1-sec-butylpyrimidine-2,4,6(1h,3h,5h)-trione [C@@H](C)(CC)N1C(NC(CC1=O)=O)=O